FC=1C(=C(C=C(C1F)F)C1=C(C(=NC=C1)C(=O)O)[Ir+]C=1C(=NC=CC1C1=C(C(=C(C(=C1)F)F)F)C1=NC=CC=C1)C(=O)O)C1=NC=CC=C1 bis(3,4,5-trifluoro-2-(2-pyridinyl)phenyl-(2-carboxypyridinyl))iridium (III)